COC=1C=C2C(=C(C=NC2=CC1)C(=O)N1CCN(CC1)C(C(C)C)=O)N1CCC2(OCCO2)CC1 1-(4-(6-Methoxy-4-(1,4-dioxa-8-azaspiro[4.5]decan-8-yl)quinoline-3-carbonyl)piperazin-1-yl)-2-methylpropan-1-one